tert-butyl-2,5-dimethyl-2,5-bis(tert-butyl-peroxy)hexane Ammonium perchlorat Cl(=O)(=O)(=O)[O-].[NH4+].C(C)(C)(C)CC(CCC(C)(OOC(C)(C)C)C)(OOC(C)(C)C)C